Cl.C(C1=CC=CC=C1)(=O)OC1=CC=CC=C1 phenyl benzoate hydrochloride